C(C)(C)(C)C=1C=C(NN1)NC(=O)NC1=CC=C(C=C1)N1C=NC2=C1C=CC(=C2)OCCOCCOCCCC2=C1CN(C(C1=CC=C2)=O)C2C(NC(CC2)=O)=O 1-(5-tert-butyl-2H-pyrazol-3-yl)-3-(4-{5-[2-(2-{3-[2-(2,6-dioxopiperidin-3-yl)-1-oxo-2,3-dihydro-1H-isoindol-4-yl]-propoxy}-ethoxy)-ethoxy]-benzimidazol-1-yl}-phenyl)-urea